ClC=1C=C(C=CC1F)NC(N([C@H](C)C1=C(NC(C2=CC=CC=C12)=O)C)C)=O |r| Racemic-3-(3-chloro-4-fluorophenyl)-1-methyl-1-(1-(3-methyl-1-oxo-1,2-dihydroisoquinolin-4-yl)ethyl)urea